tert-butyl (8aR)-3-(5-methyl-1-(tetrahydro-2H-pyran-2-yl)-1H-indazol-4-yl)-1,2,3,4,8a,9,11,12-octahydropyrazino[1',2':4,5][1,4]oxazino[2,3-c][1,7]naphthyridin-10(8H)-carboxylate CC=1C(=C2C=NN(C2=CC1)C1OCCCC1)N1CCC=2C3=C(C=NC2C1)OC[C@@H]1N3CCN(C1)C(=O)OC(C)(C)C